N-(1-(4-(2-(2-Aminopyridin-3-yl)-5-phenyl-3H-imidazo[4,5-b]pyridin-3-yl)benzyl)azetidin-3-yl)-3-formyl-4-hydroxybenzamide NC1=NC=CC=C1C1=NC=2C(=NC(=CC2)C2=CC=CC=C2)N1C1=CC=C(CN2CC(C2)NC(C2=CC(=C(C=C2)O)C=O)=O)C=C1